C(=O)(O)C1=C(C=CC=C1C(=O)O)C1=C(C=CC=C1)OC1=C(C=CC=C1)C1=C(C(=CC=C1)C(=O)O)C(=O)O 2,3-dicarboxyphenylphenylether